methyl 5-[4-[[1-[4-[[3-(4-cyano-3-methoxy-phenoxy)-2,2,4,4-tetramethyl-cyclobutyl]carbamoyl]phenyl]-4-piperidyl]methyl]piperazin-1-yl]pyridine-2-carboxylate C(#N)C1=C(C=C(OC2C(C(C2(C)C)NC(=O)C2=CC=C(C=C2)N2CCC(CC2)CN2CCN(CC2)C=2C=CC(=NC2)C(=O)OC)(C)C)C=C1)OC